N-(3-(5-chloro-2-(difluoromethoxy)phenyl)-1H-pyrazol-4-yl)-1,3-dihydrofuro[3,4-c]pyridine-7-carboxamide ClC=1C=CC(=C(C1)C1=NNC=C1NC(=O)C=1C2=C(C=NC1)COC2)OC(F)F